[OH-].CN1C(=[N+](C2=C1C=CC=C2)C)C 1,2,3-trimethyl-1H-benzo[d]imidazol-3-ium hydroxide